(3-chlorophenylethyl)-2-cyanopyridine ClC=1C=C(C=CC1)CCC=1C(=NC=CC1)C#N